NC=1C=C(OC2=CC=C(C=C2)N(C2CN(C2)C(=O)OCCCC)C)C=CC1[N+](=O)[O-] butyl 3-((4-(3-amino-4-nitrophenoxy)phenyl)(methyl)amino)azetidine-1-carboxylate